2-chloro-fluoro-6-(trifluoromethyl)aniline ClC1=C(NF)C(=CC=C1)C(F)(F)F